CN(C(=O)NC1=NC=NC(=C1)C(F)(F)F)C1CC2(CN(C2)C(=O)C2=C3N(N=C2)C=CN3C)C1 1-methyl-1-(2-(1-methyl-1H-imidazo[1,2-b]pyrazole-7-carbonyl)-2-azaspiro[3.3]heptan-6-yl)-3-(6-(trifluoromethyl)pyrimidin-4-yl)urea